methyl 2-(6-chloro-8-(2-(2,2,2-trifluoroethoxy)phenyl)imidazo[1,2-a]pyridin-2-yl)-5-methyl-4,5-dihydrooxazole-5-carboxylate ClC=1C=C(C=2N(C1)C=C(N2)C=2OC(CN2)(C(=O)OC)C)C2=C(C=CC=C2)OCC(F)(F)F